C(CCC)(=O)OCC(COC(CCC)=O)OC(CCCC1=C(C=CC=C1)C\C=C/C\C=C/C\C=C/CCCCC)=O 2-((4-(2-((2Z,5Z,8Z)-Tetradeca-2,5,8-trien-1-yl)phenyl)butanoyl)oxy)propane-1,3-diyl dibutyrate